(R)-5,5-Difluoro-1-(8-trifluoromethyl-quinolin-5-yl)-piperidin-3-ylamine FC1(C[C@H](CN(C1)C1=C2C=CC=NC2=C(C=C1)C(F)(F)F)N)F